2-chloro-4-(5-methyl-1H-pyrazol-4-yl)pyrimidine-5-carbonitrile ClC1=NC=C(C(=N1)C=1C=NNC1C)C#N